4-amino-N-ethyl-7-fluoro-N-((1S)-1-(5-(trifluoromethyl)-2-pyridinyl)ethyl)-1,3-dihydrofuro[3,4-c]quinoline-8-carboxamide NC1=NC=2C=C(C(=CC2C2=C1COC2)C(=O)N([C@@H](C)C2=NC=C(C=C2)C(F)(F)F)CC)F